tert-Butyl (2,2-difluoroethyl)((5-(4-(ethylsulfonamido)-2-(6-azaspiro[2.5]octan-6-yl)benzamido)-1-methyl-1H-indazol-3-yl)methyl)carbamate FC(CN(C(OC(C)(C)C)=O)CC1=NN(C2=CC=C(C=C12)NC(C1=C(C=C(C=C1)NS(=O)(=O)CC)N1CCC2(CC2)CC1)=O)C)F